CNS(=O)(=O)C[C@@H]1CC[C@H](CC1)N(C=1C2=C(N=CN1)N(C=C2)COCC[Si](C)(C)C)C N-methyl-1-((trans)-4-(methyl-(7-((2-(trimethylsilyl)ethoxy)methyl)-7H-pyrrolo[2,3-d]pyrimidin-4-yl)amino)cyclohexyl)methanesulfonamide